FC1=C(C2=C(NC=3CC(NC(C3[C@]2(C2=CC=CC=C2)C)=O)(C)C)N=C1)C#N (S)-3-fluoro-5,8,8-trimethyl-6-oxo-5-phenyl-5,6,7,8,9,10-hexahydropyrido[2,3-b][1,6]naphthyridine-4-carbonitrile